C1(=CC=CC=C1)CCC(CCC1=CC=CC=C1)OC(C(=C)C)=O.C(#N)C1=C(C=CC(=C1)C(F)(F)F)N1CCC(CC1)(C(=O)N[C@H]1CN(CC1)C)C=1C=NC(=CC1)C1=C(C(=CC=C1)F)O 1-[2-cyano-4-(trifluoromethyl)phenyl]-4-[6-(3-fluoro-2-hydroxyphenyl)pyridin-3-yl]-N-[(3R)-1-methylpyrrolidin-3-yl]piperidine-4-carboxamide 1,5-diphenylpentan-3-yl-methacrylate